C(C)OC=1N=NN(C1)[C@H](C(=O)N1[C@@H](C[C@H](C1)O)C=1NC=CN1)[C@H](CC)C (2S,3S)-2-(4-ethoxytriazol-1-yl)-1-[(2S,4R)-4-hydroxy-2-(1H-imidazol-2-yl)pyrrolidin-1-yl]-3-methyl-pentan-1-one